2-(2-(3-methoxyphenyl)-2-oxoethyl)isoindoline-1,3-dione COC=1C=C(C=CC1)C(CN1C(C2=CC=CC=C2C1=O)=O)=O